C(C1=CC=CC=C1)(C1=CC=CC=C1)N[C@H](C)C=1C=NC=CC1 N-benzhydryl-(1R)-1-(pyridin-3-yl)ethanamine